[N+](=O)([O-])C1=C(C=CC=C1OC([2H])([2H])[2H])NC(OC(C)(C)C)=O tert-Butyl N-[2-nitro-3-(trideuteriomethoxy)phenyl]carbamate